CC(C)OC(CNC(CCOCCOCCOCCOCCOCCOCCOCCOCCOCCOCCOCCOCCOCCOCCOCCOCCNC(CCCN(C(CCCCCCCCCC(=O)O)=O)CCCCCCCCCCC)=O)=O)=O 2-methyl-4,7,59,64-tetraoxo-63-undecyl-3,10,13,16,19,22,25,28,31,34,37,40,43,46,49,52,55-heptadecaoxa-6,58,63-triazatetraheptacontan-74-oic acid